C1(C(C=CC=C1)C)(C)O.[Cu] copper xylenol